(2r,3r,4r,5s)-3,4,5-tris(benzyloxy)-2-methyl-1-(3-phenylpropyl)piperidine C(C1=CC=CC=C1)O[C@@H]1[C@H](N(C[C@@H]([C@H]1OCC1=CC=CC=C1)OCC1=CC=CC=C1)CCCC1=CC=CC=C1)C